C1(CC1)[C@H](C)NCC1=C2C(=NC(=C1)C(=O)N)C(CC2)(C)C 4-((((S)-1-cyclopropylethyl)amino)methyl)-7,7-dimethyl-6,7-dihydro-5H-cyclopenta[b]pyridine-2-carboxamide